2-[6-amino-5-[8-[2-[3-[3-(hydroxymethyl)-6-azabicyclo[3.2.0]heptan-6-yl]prop-1-ynyl]-4-pyridyl]-3,8-diazabicyclo[3.2.1]octan-3-yl]pyridazin-3-yl]phenol NC1=C(C=C(N=N1)C1=C(C=CC=C1)O)N1CC2CCC(C1)N2C2=CC(=NC=C2)C#CCN2C1CC(CC1C2)CO